3-cyclopentyl-3-methyl-1-(2-{[4-(4-methylpiperazin-1-yl)phenyl]amino}-5-[2-(triisopropylsilyl)ethynyl]pyrido[2,3-d]pyrimidin-7-yl)urea C1(CCCC1)N(C(NC=1C=C(C2=C(N=C(N=C2)NC2=CC=C(C=C2)N2CCN(CC2)C)N1)C#C[Si](C(C)C)(C(C)C)C(C)C)=O)C